C(C)(C)N1CCN(CC1)C1=CC=C(C=N1)NC1=NC=CC=N1 N-(6-(4-isopropylpiperazin-1-yl)pyridin-3-yl)pyrimidin-2-amine